Di-tert-butyl-2-methylpropane-1,2-diamine C(C)(C)(C)C(C(C)(N)C)(N)C(C)(C)C